tert-butyl 2-[4-[3-[[(3S)-2,6-dioxo-3-piperidyl]-methyl-amino]phenyl]-1-piperidyl]acetate O=C1NC(CC[C@@H]1N(C=1C=C(C=CC1)C1CCN(CC1)CC(=O)OC(C)(C)C)C)=O